C1(CC1)NC(=O)C1=CN=C2N1N=C(C=C2NC)NC2=CC(=CC=C2)C=O N-cyclopropyl-6-[(3-formylphenyl)amino]-8-(methylamino)imidazo[1,2-b]pyridazine-3-carboxamide